P(O)(O)O.N(N)C1=CC=CC=C1 hydrazinobenzene phosphite